trans-2-((benzyloxy)methyl)-N-(3-(2,6-dimethoxyphenyl)-1-((2-(trimethylsilyl)ethoxy)methyl)-1H-pyrrolo[2,3-b]pyridin-6-yl)-3(S)-fluorocyclopropane-1-carboxamide C(C1=CC=CC=C1)OCC1C([C@H]1F)C(=O)NC1=CC=C2C(=N1)N(C=C2C2=C(C=CC=C2OC)OC)COCC[Si](C)(C)C